C(C)C=1C=C(C(=NC1)OC1CCC2(CN(C2)C(=O)C2CC(C2)(C)O)CC1)F (7-((5-Ethyl-3-fluoropyridin-2-yl)oxy)-2-azaspiro[3.5]nonan-2-yl)((1s,3s)-3-hydroxy-3-methylcyclobutyl)methanon